tin-antimony sulfide [Sb]=S.[Sn]